C1(=C(C=CC=C1)N1C(C=2N(C3=C1N=C(C=C3)C(F)(F)F)C=CN2)=O)C 5-(o-Tolyl)-7-(trifluoromethyl)imidazo[1,2-a]pyrido[2,3-e]pyrazine-4(5H)-on